(1r,4r)-N-isopropyl-4-[(1r,3r)-3-[(5-[5-methylpyrido[4,3-b]indol-7-yl]pyridin-2-yl)oxy]cyclobutoxy]cyclohexan-1-amine C(C)(C)NC1CCC(CC1)OC1CC(C1)OC1=NC=C(C=C1)C=1C=CC=2C3=C(N(C2C1)C)C=CN=C3